4-[4-amino-2-(2-oxa-7-azaspiro[3.4]oct-7-yl)benzoyl]-3-(2-chlorophenyl)piperazine-1-carboxylic acid tert-butyl ester C(C)(C)(C)OC(=O)N1CC(N(CC1)C(C1=C(C=C(C=C1)N)N1CCC2(COC2)C1)=O)C1=C(C=CC=C1)Cl